CC1=NOC(=C1)CC(=O)NC1=NNC(=C1)[C@@H]1C[C@@H](CC1)N(C([O-])=O)C(C(F)(F)F)CC (1R,3S)-3-(3-{[(3-methyl-1,2-oxazol-5-yl)acetyl]amino}-1H-pyrazol-5-yl)cyclopentyl[(2ξ)-1,1,1-trifluorobutan-2-yl]carbamate